C(N)(OC1(CC1)C)=O (1-Methylcyclopropyl) carbamate